FC=1C=CC(=NC1)N1N=C(C(=C1C)N)C 1-(5-fluoro-2-pyridinyl)-3,5-dimethyl-pyrazol-4-amine